9-carbonyl-3-(piperidin-1-yl)-9H-indeno[2,1-c]Pyridine-4-carbonitrile C(=O)=C1C=2C=CC=CC2C2=C1C=NC(=C2C#N)N2CCCCC2